2-(3-(2-fluoro-4-methoxyphenyl)-6-oxopyridazin-1(6H)-yl)-N-(1H-indol-4-yl)acetamide FC1=C(C=CC(=C1)OC)C1=NN(C(C=C1)=O)CC(=O)NC1=C2C=CNC2=CC=C1